C(C)(C)(C)OC(=O)NCCCS(=O)(=O)C1=CC=C(C=C1)C=1C=C2C(=CC=NC2=CC1)C(=O)NCC(=O)O 2-(6-(4-(3-(tert-butoxycarbonylamino)propylsulfonyl)phenyl)quinoline-4-carboxamido)acetic acid